3-(4-amino-2,3-dimethyl-6,7,8,9-tetrahydrocyclohepta[b]pyrrolo[3,2-e]pyridin-1(5H)-yl)-N,N-dimethylpropionamide NC1=C2C(=NC3=C1C(=C(N3CCC(=O)N(C)C)C)C)CCCCC2